Tritylether tetrakis(pentafluorophenyl)borate FC1=C(C(=C(C(=C1[B-](C1=C(C(=C(C(=C1F)F)F)F)F)(C1=C(C(=C(C(=C1F)F)F)F)F)C1=C(C(=C(C(=C1F)F)F)F)F)F)F)F)F.C(C1=CC=CC=C1)(C1=CC=CC=C1)(C1=CC=CC=C1)OC(C1=CC=CC=C1)(C1=CC=CC=C1)C1=CC=CC=C1